(S)-3-(3-(1H-indazol-1-yl)phenyl)-3-(3-(4-hydroxy-1-methyl-2-oxo-1,2-dihydropyridin-3-yl)ureido)propionic acid N1(N=CC2=CC=CC=C12)C=1C=C(C=CC1)[C@H](CC(=O)O)NC(=O)NC=1C(N(C=CC1O)C)=O